3-amino-5-hydroxy-2,7-naphthalenedisulfonate NC=1C(=CC2=CC(=CC(=C2C1)O)S(=O)(=O)[O-])S(=O)(=O)[O-]